C(C)OC[C@]1(CN(CC1)CC=1C=NC=CC1)CCC1=CC=C(C#N)C=C1 |o1:4| (R or S)-4-(2-(3-(ethoxymethyl)-1-(pyridin-3-ylmethyl)-pyrrolidin-3-yl)-ethyl)benzonitrile